FC=1C=C(C=CC1COCC1=NC=CC=C1)NC(C1=CC(=CC=C1)C1=NC(=C(N=C1)C)NS(=O)(=O)C)=O N-(3-fluoro-4-((pyridin-2-ylmethoxy)methyl)phenyl)-3-(5-methyl-6-(methylsulfonamido)pyrazin-2-yl)benzamide